FC1CC1 (1R,2S)-2-Fluorocyclopropane